(7S)-7-(1-propenoyl-3,3-difluoropiperidin-4-yl)-2-(4-phenoxyphenyl)-4,5,6,7-tetrahydropyrazolo[1,5-a]pyrimidine-3-carboxamide C(C=C)(=O)N1CC(C(CC1)[C@@H]1CCNC=2N1N=C(C2C(=O)N)C2=CC=C(C=C2)OC2=CC=CC=C2)(F)F